FC(C1=C(C=C(C=C1)C(F)(F)F)O)(F)F 2,5-bis(trifluoromethyl)-phenol